8-ethyl-7-fluoro-3-(methoxymethoxy)naphthol triflate S(=O)(=O)(C(F)(F)F)OC1=CC(=CC2=CC=C(C(=C12)CC)F)OCOC